4-benzyloxy-2-chloro-5-methoxy-6-methyl-pyridine-3-carboxylic acid ethyl ester C(C)OC(=O)C=1C(=NC(=C(C1OCC1=CC=CC=C1)OC)C)Cl